CN(C(=O)C1=CC=NN1)C N,N-dimethyl-1H-pyrazole-5-carboxamide